OC1CN(C1)C1=CC=C2C3(CC=4C(=NOC4C2=C1)NS(=O)(=O)C=1C(=NC=CC1OC)OC)C(C3)C N-(8'-(3-hydroxyazetidin-1-yl)-2-methyl-4'H-spiro[cyclopropane-1,5'-naphtho[2,1-d]isoxazol]-3'-yl)-2,4-dimethoxypyridine-3-sulfonamide